C(CCCC)OCOCCCC(C)Br 4-bromopentyl pentyloxymethyl ether